pyrazolo[5,1-b]thiazole-7-carboxamide hydrochloride Cl.S1C=2N(C=C1)N=CC2C(=O)N